C(C=C)(=O)NC1=CC=CC(=N1)C#CCN(C(=O)[C@H]1N(C(OC1)=O)C1=NC(=CC(=C1)C(F)(F)F)C)C1=NC(=C(C=C1)F)C (S)-N-(3-(6-acrylamidopyridin-2-yl)prop-2-yn-1-yl)-N-(5-fluoro-6-methylpyridin-2-yl)-3-(6-methyl-4-(trifluoromethyl)pyridin-2-yl)-2-oxooxazolidine-4-carboxamide